zinc phosphate P(=O)([O-])([O-])[O-].[Zn+2].P(=O)([O-])([O-])[O-].[Zn+2].[Zn+2]